N-(4-methylpyridyl-1,3-dioxo-5-isoindolyl)-3-bromo-1-(3-chloro-2-pyridinyl)-1H-pyrazole-5-carboxamide CC1=CC(=NC=C1)C1=C2C(NC(C2=CC=C1NC(=O)C1=CC(=NN1C1=NC=CC=C1Cl)Br)=O)=O